BrC=1C(=C(C=CC1)C1=NOC(=N1)CN1CCC(CC1)O)C 1-((3-(3-bromo-2-methylphenyl)-1,2,4-oxadiazol-5-yl)methyl)piperidin-4-ol